C(C)C1=CC2=C(NC1=O)C=C(S2)CN2CCC(=CC2)C=2C=C1C=NN(C1=CC2)C 6-ethyl-2-((4-(1-methyl-1H-indazol-5-yl)-3,6-dihydropyridin-1(2H)-yl)methyl)thieno[3,2-b]pyridin-5(4H)-one